N-([4-[4-[[2-(4-chlorophenyl)-4,4-dimethylcyclohexen-1-yl]methyl]piperazin-1-yl]phenyl]sulfonyl)-4-(methoxymethyl)benzamide ClC1=CC=C(C=C1)C1=C(CCC(C1)(C)C)CN1CCN(CC1)C1=CC=C(C=C1)S(=O)(=O)NC(C1=CC=C(C=C1)COC)=O